benzyl 2-(N-methylsulfamoyl)-7,8-dihydro-4H-pyrazolo[1,5-a][1,4]diazepine-5(6H)-carboxylate CNS(=O)(=O)C1=NN2C(CN(CCC2)C(=O)OCC2=CC=CC=C2)=C1